3,4,5-trifluoro-2-(2-pyridinyl)phenyl-(2-carboxypyridinyl)iridium FC=1C(=C(C=C(C1F)F)[Ir]C=1C(=NC=CC1)C(=O)O)C1=NC=CC=C1